[2H]C(C(F)(F)F)(O[2H])[2H] 1,1-dideuterio-1-deuteriooxy-2,2,2-trifluoro-ethane